2-(1-piperazineyl)ethylamine sarcosinate N(C)CC(=O)O.N1(CCNCC1)CCN